9,9'-[5-(2,2':6',2''-terpyridine-4'-yl)-1,3-phenylene]bis(9H-carbazole) N1=C(C=CC=C1)C1=NC(=CC(=C1)C=1C=C(C=C(C1)N1C2=CC=CC=C2C=2C=CC=CC12)N1C2=CC=CC=C2C=2C=CC=CC12)C1=NC=CC=C1